N1C(CN=CC2=C1C=CC=C2)=O 1,4-benzodiazepin-2(3H)-one